2-[(dimethylamino)methyl]-N-(7-{6-[1-hydroxybutyl]-4-methylpyridin-3-yl}-2,6-naphthyridin-3-yl)cyclopropane-1-carboxamide CN(C)CC1C(C1)C(=O)NC=1N=CC2=CC(=NC=C2C1)C=1C=NC(=CC1C)C(CCC)O